CC1(OC[C@@H]2[C@H](O1)[C@@H](C[C@]1(O2)OCC(C1)C)N1N=NC(=C1)C1=CC(=C(C(=C1)F)F)F)C (2S,4a'R,7'R,8'R,8a'R)-2',2',4-trimethyl-8'-(4-(3,4,5-trifluorophenyl)-1H-1,2,3-triazol-1-yl)hexahydro-3H,4'H-spiro[furan-2,6'-pyrano[3,2-d][1,3]dioxine]